CN1C[C@H]2NC3=C(C4=C(N=CN=C4C=C3)NC3=CC(=C(C=C3)OC3=CC4=C(N(C=N4)C)C=C3)C)O[C@H]2CC1 (7aR,11aS)-9-methyl-N-(3-methyl-4-((1-methyl-1H-benzo[d]imidazol-5-yl)oxy)phenyl)-7a,8,9,10,11,11a-hexahydro-7H-pyrido[3',4':5,6][1,4]oxazino[2,3-f]quinazolin-1-amine